Cl.NC1COC(OC1)CCC=1C=C(C=CC1C(F)(F)F)N1C(OC=N1)=O [3-{2-[5-amino-1,3-dioxan-2-yl]ethyl}-4-(trifluoromethyl)phenyl]-1,3,4-oxadiazol-2(3H)-one hydrochloride